2-(4-(6-(4-chlorophenyl)-2-(pyridin-3-yl)pyrimidin-4-yl)piperazin-1-yl)ethan-1-ol ClC1=CC=C(C=C1)C1=CC(=NC(=N1)C=1C=NC=CC1)N1CCN(CC1)CCO